[Na+].C(C(O)C(O)C(=O)[O-])(=O)[O-].[Na+] tartaric acid sodium salt